C(C)N1C(=NC2=C1C=C(C(=C2F)C#C)F)C 1-ethyl-5-ethynyl-4,6-difluoro-2-methyl-1H-benzo[d]imidazole